(5-amino-1-{6-[(2,6-difluorophenyl)oxy]-4-methylpyridin-3-yl}pyrazol-4-yl)[6-(tetrahydrofuran-3-yl)-5,6,7,8-tetrahydro-1H-pyrrolo[2,3-g]isoquinolin-2-yl]methanone NC1=C(C=NN1C=1C=NC(=CC1C)OC1=C(C=CC=C1F)F)C(=O)C1=CC=2C(=CC=3CCN(CC3C2)C2COCC2)N1